2-(4-(4-(5-acetylpyrimidin-2-yl)piperazine-1-carbonyl)phenyl)-1H-benzo[d]imidazole-4-carboxamide C(C)(=O)C=1C=NC(=NC1)N1CCN(CC1)C(=O)C1=CC=C(C=C1)C1=NC2=C(N1)C=CC=C2C(=O)N